C(C)(C)(C)OC(=O)N1C(C(NCC1)C1=NC(=C(C=C1)C)C(=O)OC)(C)C (6-(methoxycarbonyl)-5-methylpyridin-2-yl)-2,2-dimethylpiperazine-1-carboxylic acid tert-butyl ester